C1(CCCC1)NC(=O)C1=C(C=C(C=C1)B(O)O)F 4-(CYCLOPENTYLCARBAMOYL)-3-FLUOROBENZENEBORONIC ACID